OC1=CC=C(C(=O)C2=CC=C(C=C2)C)C=C1 4-hydroxy-4'-methylbenzophenone